CN1C(C2=C(C(=C1)C=1C=C(C=CC1OC1CCOCC1)NS(=O)(=O)C)C=CN2)=O N-[3-(6-methyl-7-oxo-6,7-dihydro-1H-pyrrolo[2,3-c]pyridin-4-yl)-4-(tetrahydro-2H-pyran-4-yloxy)phenyl]methanesulfonamide